(4-naphthalen-2-yl-phenyl)-phenyl-amine C1=C(C=CC2=CC=CC=C12)C1=CC=C(C=C1)NC1=CC=CC=C1